1-(5-fluoro-2-methylphenyl)-3-(2-methyl-6-oxo-1,6-dihydropyridin-3-yl)-6-(trifluoromethyl)-2,3-dihydroquinazolin-4(1H)-one FC=1C=CC(=C(C1)N1CN(C(C2=CC(=CC=C12)C(F)(F)F)=O)C1=C(NC(C=C1)=O)C)C